C(=O)(OC(C)(C)C)N1[C@@H](C[C@H](C1)OC)CO (2S,4R)-N-Boc-2-(hydroxymethyl)-4-methoxypyrrolidine